CC1=CC(=NC(=C1)CCCN1CCN(CC1)C)N 4-Methyl-6-(3-(4-methylpiperazin-1-yl)propyl)pyridin-2-amine